1-(3-(4-Methoxyphenyl)-1,2,4-oxadiazol-5-yl)-N-((1-((4-Methylthiazol-2-yl)methyl)pyrrolidin-3-yl)methyl)piperidin-4-carboxamid COC1=CC=C(C=C1)C1=NOC(=N1)N1CCC(CC1)C(=O)NCC1CN(CC1)CC=1SC=C(N1)C